C12(CC3CC(CC(C1)C3)C2)C=2C(=CC(=C(C2)CCCC2=C(C=C(C=C2)O)O)OC)OC 4-[3-(5-adamantan-1-yl-2,4-dimethoxy-phenyl)-propyl]Benzene-1,3-diol